1-butenyl-2,4,5-trimethylthiazole C(=CCC)S1C(=NC(=C1C)C)C